tert-butyl 4-hydroxy-4-[2-methyl-4-({(1R)-1-[2-methyl-3-(trifluoromethyl)phenyl]ethyl}amino)pyrido[2,3-d]pyrimidin-6-yl]piperidine-1-carboxylate OC1(CCN(CC1)C(=O)OC(C)(C)C)C1=CC2=C(N=C(N=C2N[C@H](C)C2=C(C(=CC=C2)C(F)(F)F)C)C)N=C1